CC=1C=C(C=C(C1)C)/C=C/CO (E)-3-(3,5-dimethylphenyl)prop-2-en-1-ol